C1CC12CN(CCC2)C2C(CN(CC2)C=2SC(=CN2)C(=O)NCC2=NC=C(C=C2F)F)F [4-(5-azaspiro[2.5]oct-5-yl)-3-fluoropiperidin-1-yl]-N-[(3,5-difluoropyridin-2-yl)methyl]-1,3-thiazole-5-carboxamide